[1,7]Naphthyridine-8-carboxamide N1=CC=CC2=CC=NC(=C12)C(=O)N